(2S,3S)-2-((2,3'-difluorobiphenyl-3-yl)methyl)-N-ethyl-N-methyl-3-((methylsulfonyl)amino)pyrrolidine-1-carboxamide FC1=C(C=CC=C1C[C@@H]1N(CC[C@@H]1NS(=O)(=O)C)C(=O)N(C)CC)C1=CC(=CC=C1)F